OC1=CC=C(C=C1)CC 4-hydroxyphenyl-ethane